C1(NCC2=CC=CC=C12)=O 1-isoindolinone